1-(4-{5-azaspiro[2.3]hexan-5-yl}pyridin-2-yl)-N-(1-methylindazol-7-yl)pyrazole-4-sulfonamide C1CC12CN(C2)C2=CC(=NC=C2)N2N=CC(=C2)S(=O)(=O)NC=2C=CC=C1C=NN(C21)C